(7Z)-15-iodo-7-pentadecene ICCCCCCC\C=C/CCCCCC